O1C2N(C(C13CCNCC3)=O)CCC2 tetrahydro-3'H-spiro[piperidine-4,2'-pyrrolo[2,1-b][1,3]-oxazol]-3'-one